NC1=C(C(=NN1C(C)C)C1=CC(=C(C=C1)CC(=O)O)F)C#N [4-(5-Amino-4-cyano-1-isopropylpyrazol-3-yl)-2-fluorophenyl]acetic acid